2-hydroxy-propane-1-sulfonic acid 2,2-dimethylpropyl ester CC(COS(=O)(=O)CC(C)O)(C)C